(3S,4S)-4-{[5-(2,4-Difluoro-phenyl)-[1,3,4]thiadiazole-2-carbonyl]amino}-piperidine-1,3-dicarboxylic Acid 1-tert-butyl Ester 3-ethyl Ester C(C)OC(=O)[C@H]1CN(CC[C@@H]1NC(=O)C=1SC(=NN1)C1=C(C=C(C=C1)F)F)C(=O)OC(C)(C)C